3-[[[2-[(Aminoiminomethyl)amino]-4-thiazolyl]methyl]thio]-N-(aminosulfonyl)propanimidamid NN=CNC=1SC=C(N1)CSCCC(NS(=O)(=O)N)=N